ClC=1N=CC(=NC1)N1CC2N(C(C1)C2)C(=O)OC(C)(C)C t-butyl 3-(5-chloropyrazin-2-yl)-3,6-diazabicyclo[3.1.1]heptane-6-carboxylate